(S)-2-(3-((3,4-dichlorobenzyl)(methyl)amino)bicyclo[1.1.1]pentan-1-yl)-N-(4-fluorophenyl)propanamide ClC=1C=C(CN(C23CC(C2)(C3)[C@@H](C(=O)NC3=CC=C(C=C3)F)C)C)C=CC1Cl